3-benzyl-1-(trans-4-((5-cyano-4-((3-(1H-imidazol-1-yl)propyl)amino)pyrimidin-2-yl)amino)cyclohexyl)-1-(5-(1-methyl-1H-pyrazol-4-yl)pyridin-2-yl)urea C(C1=CC=CC=C1)NC(N(C1=NC=C(C=C1)C=1C=NN(C1)C)[C@@H]1CC[C@H](CC1)NC1=NC=C(C(=N1)NCCCN1C=NC=C1)C#N)=O